1,4-Bis(3-hydroxypropyl)benzene OCCCC1=CC=C(C=C1)CCCO